C12CCC(CC1)N2C=2SC(=C(N2)C=2C(=C(C=CC2)NS(=O)(=O)C2=C(C=CC=C2F)F)F)C2=NC(=NC=C2)NC2CC1(CS(C1)(=O)=O)C2 N-(3-(2-(7-azabicyclo[2.2.1]heptan-7-yl)-5-(2-((2,2-dioxido-2-thiaspiro[3.3]heptan-6-yl)amino)pyrimidin-4-yl)thiazol-4-yl)-2-fluorophenyl)-2,6-difluorobenzenesulfonamide